(S)-2-amino-6-borono-2-(3-(1-carboxyethylamino)propyl)hexanoic acid N[C@@](C(=O)O)(CCCCB(O)O)CCCNC(C)C(=O)O